4-[6-(1-methyl-1H-pyrrol-2-yl)pyridin-3-yl]Piperidine-4-carboxylic acid CN1C(=CC=C1)C1=CC=C(C=N1)C1(CCNCC1)C(=O)O